FC1=CC2=C(N=C(O2)N2CC3=CC=C(C(=C3C[C@H]2C(=O)OC)OCC2=CC=C(C=C2)C(F)(F)F)OC)C=C1 methyl (S)-2-(6-fluorobenzo[d]oxazol-2-yl)-6-methoxy-5-((4-(trifluoromethyl)benzyl)oxy)-1,2,3,4-tetrahydroisoquinoline-3-carboxylate